C(C)OP(=O)(OCC)C1=CC=CC(=N1)C=1C=C(C=CC1)C1=CC=CC=2N1C=C(N2)NC(=O)C2CC2 N-[5-[3-(6-diethoxyphosphoryl-2-pyridyl)phenyl]imidazo[1,2-a]pyridin-2-yl]cyclopropanecarboxamide